(6-methylpyridazin-3-yl)acetamide CC1=CC=C(N=N1)CC(=O)N